2-[1-[4-[(2,6-dioxo-3-piperidyl)amino]-2-fluoro-phenyl]-4-hydroxy-4-piperidyl]acetic acid hydrochloride salt Cl.O=C1NC(CCC1NC1=CC(=C(C=C1)N1CCC(CC1)(O)CC(=O)O)F)=O